F[P-](F)(F)(F)(F)F.[Li+] Lithium hexafluorophosphorate